1-(4-(2-benzylquinazolin-4-yl)piperazin-1-yl)prop-2-en-1-one C(C1=CC=CC=C1)C1=NC2=CC=CC=C2C(=N1)N1CCN(CC1)C(C=C)=O